C(C)(C)N1N=C(N=C1[C@H]1C[C@H](CC1)N1CCN(CC1)CCOC)C=1C=NC(=CC1)C(F)(F)F 1-((1S,3R)-3-(1-isopropyl-3-(6-(trifluoromethyl)pyridin-3-yl)-1H-1,2,4-triazol-5-yl)cyclopentyl)-4-(2-methoxyethyl)piperazine